[Rh](=O)(=O)=O rhodium trioxide